C(C(=C)C)(=O)OCCC[Si](OCC)(OCC)C gamma-(methacryloyloxy)propylmethyldiethoxysilane